N-((5-(1H-pyrrolo[2,3-b]pyridin-4-yl)-2,3-dihydro-1H-inden-4-yl)carbamoyl)-4-(2-hydroxypropan-2-yl)thiophene-2-sulfonamide N1C=CC=2C1=NC=CC2C=2C(=C1CCCC1=CC2)NC(=O)NS(=O)(=O)C=2SC=C(C2)C(C)(C)O